COC(C1=CC(=CC=C1)C1(CC1)NC1=NC=C(C=C1[N+](=O)[O-])Cl)=O 3-(1-((5-chloro-3-nitropyridin-2-yl)amino)cyclopropyl)benzoic acid methyl ester